C(C)OCC=1N(C(=C(N1)C(C)(C)O)C1=CC=CC=C1)CC(C)(O)C 1-[2-(ethoxymethyl)-4-(2-hydroxypropan-2-yl)-5-phenyl-1H-imidazol-1-yl]-2-methylpropan-2-ol